C1(CC1)C[C@@H](C(=O)OCC1=CC(=CC=C1)Cl)NC(C[C@H]1N(C(CC1)=O)CC1=C(C(=CC=C1)F)F)=O 3-Chlorobenzyl (S)-3-cyclopropyl-2-(2-((S)-1-(2,3-difluorobenzyl)-5-oxopyrrolidin-2-yl)acetamido)propanoate